ClC1=CC2=C(C=N1)C=C(N2)C(=O)N(C)OC 6-chloro-N-methoxy-N-methyl-1H-pyrrolo[3,2-c]pyridine-2-carboxamide